C(#N)[CH-]C#N dicyanomethanide